(S)-tert-butyl 5-chloro-8-((5-(difluoromethyl)-1-methyl-1H-1,2,3-triazol-4-yl) methoxy)-1-((1,3-dioxoisoindolin-2-yl) methyl)-3,4-dihydroisoquinoline-2(1H)-carboxylate ClC1=C2CCN([C@@H](C2=C(C=C1)OCC=1N=NN(C1C(F)F)C)CN1C(C2=CC=CC=C2C1=O)=O)C(=O)OC(C)(C)C